OCCC1=NC=CC=C1 2-Hydroxyethyl-pyridine